C1=CC=CC=2C3=CC=CC=C3C(C12)COC(=O)N[C@H](C(=O)NCC(=O)O)COC(C)(C)C 2-[[(2S)-2-(9H-fluoren-9-ylmethoxycarbonylamino)-3-[(2-methylpropan-2-yl)oxy]propanoyl]amino]acetic acid